(S)-N-((R)-(5-fluoro-2-methoxyphenyl)(1-(phenylsulfonyl)-1H-indol-2-yl)methyl)-2-methylpropan-2-sulfinamide FC=1C=CC(=C(C1)[C@@H](N[S@@](=O)C(C)(C)C)C=1N(C2=CC=CC=C2C1)S(=O)(=O)C1=CC=CC=C1)OC